methyl (S)-2-(2-((tert-butoxycarbonyl) amino)-3-(1-trityl-1H-imidazol-4-yl) propionamido)-2-methylpropionate C(C)(C)(C)OC(=O)N[C@H](C(=O)NC(C(=O)OC)(C)C)CC=1N=CN(C1)C(C1=CC=CC=C1)(C1=CC=CC=C1)C1=CC=CC=C1